C1(CC1)CN1N=CC(=C1)C1C=C(CCO1)B1OC(C(O1)(C)C)(C)C 1-(cyclopropylmethyl)-4-[4-(4,4,5,5-tetramethyl-1,3,2-dioxaborolan-2-yl)-3,6-dihydro-2H-pyran-6-yl]pyrazole